ClC=1C=CC(N(C1)\C=C\CCCCCCCC)=O (E)-5-Chloro-1-(dec-1-en-1-yl)pyridin-2(1H)-one